(S)-1-((5-(4-methoxybenzyl)-4,5,6,7-tetrahydropyrazolo[1,5-a]pyrazin-2-yl)methoxy)propan-2-amine COC1=CC=C(CN2CC=3N(CC2)N=C(C3)COC[C@H](C)N)C=C1